(2-((2-methyl-dec-1-en-1-yl)oxy)ethyl)benzene Iron [Fe].CC(=COCCC1=CC=CC=C1)CCCCCCCC